N'-(4-(3-((2-chloro-5-fluorobenzyl)oxy)oxetan-3-yl)-5-fluoro-2-methylphenyl)-N-ethyl-N-methylformimidamide ClC1=C(COC2(COC2)C2=CC(=C(C=C2F)N=CN(C)CC)C)C=C(C=C1)F